CC=1C(=C(C(=C(C(=O)[O-])C1)Br)C)NC1=NC=C(C(=N1)NC1=CC=CC=C1)C methyl-[(4-anilino-5-methyl-pyrimidin-2-yl) amino]-2-bromo-3-methyl-benzoate